bisoctoxybenzothiadiazole C(CCCCCCC)OC=1C=CC2=C(N=NS2)C1OCCCCCCCC